5-methyl-5-(2-ethoxyethoxyethyloxycarbonyl)-1,3-dioxan-2-one CC1(COC(OC1)=O)C(=O)OCCOCCOCC